S1C=NC2=C1C=CC(=C2)CNCC2C(CCCC2)C 1-(Benzo[d]thiazol-5-yl)-N-((2-methylcyclohexyl)methyl)methylamine